C1(CC1)C(C(OCC)OCC)=O 1-cyclopropyl-2,2-diethoxy-ethanone